(S)-5-(1-acryloylpiperidin-3-yl)-6-fluoro-1,2,4,9-tetrahydro-spiro[carbazole-3,1'-cyclopropane]-8-carboxamide C(C=C)(=O)N1C[C@@H](CCC1)C1=C2C=3CC4(CC4)CCC3NC2=C(C=C1F)C(=O)N